O1[C@H](COC2=C1C=CC=C2)C2=CC=C(CN[C@@H]1[C@H](CCC1)O)C=C2 (1S,2S)-2-({4-[(2S)-2,3-dihydro-1,4-benzodioxin-2-yl]benzyl}amino)cyclopentanol